3-endo-(8-{2-[cyclohexylmethyl-(2-methoxyacetyl)amino]ethyl}-8-aza-bicyclo[3.2.1]oct-3-yl)-benzamide TFA salt OC(=O)C(F)(F)F.C1(CCCCC1)CN(CCN1C2CC(CC1CC2)C=2C=C(C(=O)N)C=CC2)C(COC)=O